NC=1C(=C(C=CC1)C1=C(C(=CC=C1)NC(OC)=O)C)Cl methyl (3'-amino-2'-chloro-2-methyl-[1,1'-biphenyl]-3-yl)carbamate